C1N(CC2=CC=CC=C12)CC=1C=CC(=C(C1)C(C)=O)OCC1CCN(CC1)S(=O)(=O)C 1-(5-(Isoindolin-2-ylmethyl)-2-((1-(methylsulfonyl)piperidin-4-yl)methoxy)phenyl)-ethan-1-one